C1(=CC=CC2=CC=CC=C12)C(=O)N1CCN(CC1)C(C(CCCCNC(C=C)=O)NC(=O)C1=CC=CC2=CC=CC=C12)=O N-(1-(4-(1-naphthoyl)piperazin-1-yl)-6-acrylamido-1-oxohexan-2-yl)-1-naphthamide